3-amino-4-(4-((2,5-difluorophenyl)difluoromethyl)piperidin-1-yl)benzonitrile NC=1C=C(C#N)C=CC1N1CCC(CC1)C(F)(F)C1=C(C=CC(=C1)F)F